4-sulfo-xanthone S(=O)(=O)(O)C1=CC=CC=2C(C3=CC=CC=C3OC12)=O